ClC=1C=NC=NC1Cl 5,6-dichloropyrimidin